C(C1=CC=CC=C1)OC1CCC2(CC(CO2)O)CC1 8-benzyloxy-1-oxaspiro[4.5]decan-3-ol